pentaneAt C(CCCC)(=O)[O-]